FC1=C(COC(=O)C2C(C2C=CC)(C)C)C(=C(C(=C1F)OC)F)F 2,3,5,6-tetrafluoro-4-methoxybenzyl-3-(1-propenyl)-2,2-dimethylcyclopropanecarboxylate